C(C)(C)(C)OC(=O)N1C[C@@H]([C@H](C1)C)N(C)CC1=CC=CC=C1.ClC=1C=NC(=NC1)OC1=C(C=CC=C1)C1=CC(=NO1)C(F)F 5-chloro-2-[2-[3-(difluoromethyl)-5-isoxazolyl]phenoxy]pyrimidine tert-butyl-(3R,4S)-3-(benzyl(methyl)amino)-4-methylpyrrolidine-1-carboxylate